(S)-2-(4-(6-((4-cyanobenzyl)oxy)-3,5-difluoropyridin-2-yl)-2,6-difluorobenzyl)-1-(4,4-dimethyltetrahydrofuran-3-yl)-1H-benzo[d]imidazole-6-carboxylic acid C(#N)C1=CC=C(COC2=C(C=C(C(=N2)C2=CC(=C(CC3=NC4=C(N3[C@@H]3COCC3(C)C)C=C(C=C4)C(=O)O)C(=C2)F)F)F)F)C=C1